N-(pyridin-3-yl)methyl-1,7-diisobutyl-1,2,3,6,7,7a-hexahydro-3aH-3,6-methanopyrrolo[3,2-b]pyridine-3a-carboxamide N1=CC(=CC=C1)CNC(=O)C12N=CC3C(C1N(CC2C3)CC(C)C)CC(C)C